tri(1-tolyl)phosphane C1(CC=CC=C1)(C)P(C1(CC=CC=C1)C)C1(CC=CC=C1)C